(2-(1-methyl-1H-imidazol-4-yl)-4-(trifluoromethyl)oxazol-5-yl)methanone CN1C=NC(=C1)C=1OC(=C(N1)C(F)(F)F)C=O